IC1=C(C(=C(C=C1)OS(=O)(=O)C)CO)CO 3-iodo-6-methylsulfonyloxy-1,2-benzenedimethanol